1-((tert-butyldimethylsilyl)oxy)-3-hydroxy-propan-2-one [Si](C)(C)(C(C)(C)C)OCC(CO)=O